The molecule is a flavanone glycoside that is hesperidin in which the hydroxy group at position 3' has been replaced by a methoxy group. It is a monohydroxyflavanone, a dimethoxyflavanone, a disaccharide derivative, a flavanone glycoside, a rutinoside, a member of 4'-methoxyflavanones and a member of 3'-methoxyflavanones. It derives from a hesperidin. C[C@H]1[C@@H]([C@H]([C@H]([C@@H](O1)OC[C@@H]2[C@H]([C@@H]([C@H]([C@@H](O2)OC3=CC(=C4C(=O)C[C@H](OC4=C3)C5=CC(=C(C=C5)OC)OC)O)O)O)O)O)O)O